methyl 7-carbamoyl-2-methyl-8-(naphthalen-1-ylmethyl)-6-oxo-9-(3-(trifluoromethyl)phenyl)-3,4-dihydro-2H,6H-pyrido[1,2-e][1,2,5]thiadiazine-4-carboxylate 1,1-dioxide C(N)(=O)C1=C(C(=C2N(C(CN(S2(=O)=O)C)C(=O)OC)C1=O)C1=CC(=CC=C1)C(F)(F)F)CC1=CC=CC2=CC=CC=C12